C(C)(C)N1CC=2N(CC1)N=C(C2C=2C=CC(N(N2)C2=C(C=CC=C2)C)=O)C2=CC=CC=C2 6-(5-isopropyl-2-phenyl-4,5,6,7-tetrahydropyrazolo[1,5-a]pyrazin-3-yl)-2-(2-methylphenyl)pyridazin-3(2H)-one